C1(=CCCCC1)CN(C(=O)C1CCN(CC1)C1=NC=C(C(=N1)C1=C(C=NN1C)C)F)O N-(cyclohex-1-en-1-ylmethyl)-1-(4-(1,4-dimethyl-1H-pyrazol-5-yl)-5-fluoropyrimidin-2-yl)-N-hydroxypiperidine-4-carboxamide